2-(1-((4-methylpiperazin-1-yl)sulfonyl)ethyl)-10H-phenoxazine CN1CCN(CC1)S(=O)(=O)C(C)C1=CC=2NC3=CC=CC=C3OC2C=C1